1,4-dihydroPyridine-3,5-dicarboxylic acid ethyl ester C(C)OC(=O)C1=CNC=C(C1)C(=O)O